7-allyl-2-(methylthio)-9-(tetrahydro-2H-pyran-4-yl)-7,9-dihydro-8H-purin-8-one C(C=C)N1C(N(C2=NC(=NC=C12)SC)C1CCOCC1)=O